4,7,8-naphthalenetricarboxylic acid C1=CC=C(C2=CC=C(C(=C12)C(=O)O)C(=O)O)C(=O)O